4-oxopentanoic acid thiophen-2-ylmethyl ester S1C(=CC=C1)COC(CCC(C)=O)=O